isopropyl 3-bromo-1-(3-chloropyridin-2-yl)-1H-pyrazole-5-carboxylate BrC1=NN(C(=C1)C(=O)OC(C)C)C1=NC=CC=C1Cl